(2R,4S)-1-[(2R)-2-(4-cyclopropyltriazol-1-yl)-3,3-dimethyl-butanoyl]-N-[1-(1,5-dimethylindol-3-yl)ethyl]-4-hydroxy-pyrrolidine-2-carboxamide C1(CC1)C=1N=NN(C1)[C@@H](C(=O)N1[C@H](C[C@@H](C1)O)C(=O)NC(C)C1=CN(C2=CC=C(C=C12)C)C)C(C)(C)C